3-(2,2-dichloro-1-hydroxyethyl)-2,2-dimethylcyclopropane-1-carboxylic acid methyl ester COC(=O)C1C(C1C(C(Cl)Cl)O)(C)C